C(#N)C1(CC1)NS(=O)(=O)C1=CC=C2C3=C(NC2=C1)N=CN=C3N3C[C@@H](N(CC3)CC#N)C (S)-N-(1-cyanocyclopropyl)-4-(4-(cyanomethyl)-3-methylpiperazin-1-yl)-9H-pyrimido[4,5-b]indole-7-sulphonamide